Tert-butyl 2-(5-fluoro-2-((tetrahydro-2H-pyran-4-yl oxy)methyl)phenyl)-2-((3R)-3-(1-fluoro-5-(4-methoxy-5,6,7,8-tetrahydro-1,8-naphthyridin-2-yl)pentyl)pyrrolidin-1-yl)acetate FC=1C=CC(=C(C1)C(C(=O)OC(C)(C)C)N1C[C@@H](CC1)C(CCCCC1=NC=2NCCCC2C(=C1)OC)F)COC1CCOCC1